((2R,2R)-3-(2-iodophenyl)-1,4-dioxaspiro[4.4]non-2-yl)methanol tert-butyl-3-[(1,1,1-trifluoropropan-2-yl)carbamoyl]-4H,5H,6H,7H-pyrazolo[1,5-a]pyrazine-5-carboxylate C(C)(C)(C)C1=NN2C(CN(CC2)C(=O)OC[C@H]2OC3(OC2C2=C(C=CC=C2)I)CCCC3)=C1C(NC(C(F)(F)F)C)=O